ethyl 3-(3-(difluoromethyl)-8-methyl-[1,2,4]triazolo[4,3-a]pyridin-7-yl)-3-(3-(hydroxymethyl)-4-methylphenyl)propanoate FC(C1=NN=C2N1C=CC(=C2C)C(CC(=O)OCC)C2=CC(=C(C=C2)C)CO)F